(S)-methyl-2-((S)-4-fluoro-2-(4-methoxy-1H-indole-2-carboxamido)-4-methylpentanamido)-3-((S)-2-oxopyrrolidin-3-yl)propanoate COC([C@H](C[C@H]1C(NCC1)=O)NC([C@H](CC(C)(C)F)NC(=O)C=1NC2=CC=CC(=C2C1)OC)=O)=O